phenyl (1-fluoroethyl) disulfide FC(C)SSC1=CC=CC=C1